FC(C=1C=C(C=CC1)C=1C2=C(C(N(C1)C)=O)N(C=C2)S(=O)(=O)CC2=CC=CC=C2)(F)F 4-(3-Trifluoromethylphenyl)-6-methyl-1-toluenesulfonyl-1,6-dihydro-7H-pyrrolo[2,3-c]pyridin-7-one